Isopropoxy-6-(6-(trifluoromethyl)pyridin-2-yl)-N-(2-(trifluoromethyl)pyridin-4-yl)-1,3,5-triazin-2-amine C(C)(C)OC1=NC(=NC(=N1)C1=NC(=CC=C1)C(F)(F)F)NC1=CC(=NC=C1)C(F)(F)F